(5-(4-fluoro-6-((3R,4R)-3-hydroxy-4-methoxypyrrolidin-1-yl)-1H-benzo[d]imidazol-2-yl)-1H-pyrrol-3-yl)(2-(trifluoromethyl)phenyl)methanone FC1=CC(=CC=2NC(=NC21)C2=CC(=CN2)C(=O)C2=C(C=CC=C2)C(F)(F)F)N2C[C@H]([C@@H](C2)OC)O